3-oxo-cyclobutylbenzoate O=C1CC(C1)OC(C1=CC=CC=C1)=O